1-amino-N-(1-isocyanatocyclopropyl)cyclohexane-1-carboxamide hydrochloride Cl.NC1(CCCCC1)C(=O)NC1(CC1)N=C=O